2,4,7-trichloro-5H-pyrrolo[3,2-d]pyrimidine ClC=1N=C(C2=C(N1)C(=CN2)Cl)Cl